BrCC1=CC=CC(=N1)N1C(C2=CC=CC=C2C1=O)=O 2-(6-(bromomethyl)pyridin-2-yl)isoindoline-1,3-dione